amino-1-(2,3-dihydro-1-benzofuran-4-yl)-7-(trifluoromethoxy)quinazolin-2-one NC1=NC(N(C2=CC(=CC=C12)OC(F)(F)F)C1=CC=CC2=C1CCO2)=O